NC1(CC1)CNC1=NC(=C2C(=N1)N(N=C2)C)NC21CC(C2)(C1)C1=CC=CC=C1 N6-[(1-aminocyclopropyl)methyl]-1-methyl-N4-(1-phenyl-3-bicyclo[1.1.1]pentanyl)pyrazolo[3,4-d]pyrimidine-4,6-diamine